C(C)(C)(C)OC(NCC1=CC=C(C=C1)C1=CN(C(C=C1C1=CC=CC=C1)=O)CC1(CCN(CC1)C(C[C@@H](C)C1=CC=CC=C1)=O)O)=O (R)-4-(1-((4-hydroxy-1-(3-phenylbutyryl)piperidin-4-yl)methyl)-6-oxo-4-phenyl-1,6-dihydropyridin-3-yl)benzylcarbamic acid tert-butyl ester